4-(4-((6-Bromo-2-(2,6-dioxopiperidin-3-yl)-1,3-dioxoisoindolin-5-yl)methyl)piperazine-1-yl)-N-(4-methyl-3-((4-(pyridin-3-yl)pyrimidin-2-yl)amino)phenyl)benzamide BrC1=C(C=C2C(N(C(C2=C1)=O)C1C(NC(CC1)=O)=O)=O)CN1CCN(CC1)C1=CC=C(C(=O)NC2=CC(=C(C=C2)C)NC2=NC=CC(=N2)C=2C=NC=CC2)C=C1